arsenic acetic acid C(C)(=O)O.[As]